(S)-8-(2-amino-6-((R)-1-(4-(6-ethoxypyridin-3-yl)-2-(3-methyl-1H-pyrazol-1-yl)phenyl)-2,2,2-trifluoroethoxy)pyrimidin-4-yl)-2,8-diazaspiro[4.5]decane-3-carboxylic acid NC1=NC(=CC(=N1)N1CCC2(C[C@H](NC2)C(=O)O)CC1)O[C@@H](C(F)(F)F)C1=C(C=C(C=C1)C=1C=NC(=CC1)OCC)N1N=C(C=C1)C